N[C@H]1CN(C[C@@H](C1)F)C(=O)C1=CC2=C(N(C(=N2)C2=CC=3C(=NC(=CC3)C=3C(=C(C=CC3C)O)C)N2CC2CC2)C)C(=C1)OC 3-(2-{5-[(3R,5R)-3-amino-5-fluoropiperidine-1-carbonyl]-7-methoxy-1-methyl-1H-1,3-benzodiazol-2-yl}-1-(cyclopropylmethyl)-1H-pyrrolo[2,3-b]pyridin-6-yl)-2,4-dimethylphenol